C12(CC(C1)C2)N2C=1C3=C(C(=NN3CCC2=O)C2=NNC=C2)N=C(C1)N1[C@@H](COCC1)C (R)-6-(bicyclo[1.1.1]pentan-1-yl)-4-(3-methylmorpholinyl)-2-(1H-pyrazol-3-yl)-8,9-dihydro-1,3,6,9a-tetraazabenzo[cd]azulene-7(6H)-one